Cl.C(C)(C)(C)C1C(NCCC1)C(=O)O 3-tert-butylpiperidine-2-carboxylic acid hydrochloride